C(C=C)(=O)N1C[C@@H](CCC1)OC=1N=C2C(=NC1)NC=C2C(=O)N[C@H](COC)C |&1:6| Racemic-2-[(1-acryloylpiperidin-3-yl)oxy]-N-[(2S)-1-meth-oxypropan-2-yl]-5H-pyrrolo[2,3-b]pyrazine-7-carboxamide